3-(3-Fluoro-4-methylphenyl)-1-[4-(4-hydroxypiperidin-1-yl)phenyl]prop-2-en-1-one FC=1C=C(C=CC1C)C=CC(=O)C1=CC=C(C=C1)N1CCC(CC1)O